[N+](#[C-])C1=NC=CC=C1 2-ISOCYANOPYRIDINE